methyl 2-[7-[(tert-butoxycarbonyl)(methyl)amino]-2H,3H,4H-pyrido[2,3-b][1,4]oxazepin-1-yl]-4-(4-[[2-(4-chlorophenyl)-4,4-dimethylcyclohex-1-en-1-yl]methyl]piperazin-1-yl)benzoate C(C)(C)(C)OC(=O)N(C=1C=CC2=C(OCCCN2C2=C(C(=O)OC)C=CC(=C2)N2CCN(CC2)CC2=C(CC(CC2)(C)C)C2=CC=C(C=C2)Cl)N1)C